(S)-9-((4-((1-(4-fluorophenyl)-2-hydroxyethyl)amino)-5-(1,3,4-oxadiazol-2-yl)pyrimidin-2-yl)amino)-3,4-dihydro-1H,6H-[1,3,4]oxadiazino[3,4-a]indazol-6-one FC1=CC=C(C=C1)[C@@H](CO)NC1=NC(=NC=C1C=1OC=NN1)NC1=CC=C2C(N3N(C2=C1)COCC3)=O